2-vinyl-1-(4-sulfobutyl)pyridinium C(=C)C1=[N+](C=CC=C1)CCCCS(=O)(=O)O